methyl (S)-4-((1-(2-chlorophenyl)ethyl)(methyl)amino)benzoate ClC1=C(C=CC=C1)[C@H](C)N(C1=CC=C(C(=O)OC)C=C1)C